Benzonitrile phosphorus [P].C(C1=CC=CC=C1)#N